2,4-di(hydroxymethyl)-1,3,5-pentanetriol OCC(CO)C(C(CO)CO)O